N-hydroxy-1,8-naphthalenedicarboximide C1=CC2=C3C(=C1)C(=O)N(C(=O)C3=CC=C2)O